BrCCCCCCC(OCCCC\C=C/CC)OCCCC\C=C/CC (Z)-8-((7-bromo-1-(((Z)-oct-5-en-1-yl)oxy)heptyl)oxy)oct-3-ene